(((((2R,3S,4R,5R)-5-(4-((benzyloxy)amino)-6-chloro-1H-pyrazolo[3,4-d]pyrimidin-1-yl)-3,4-dihydroxytetrahydrofuran-2-yl)methoxy)(hydroxy)phosphoryl)methyl)phosphonic acid C(C1=CC=CC=C1)ONC1=C2C(=NC(=N1)Cl)N(N=C2)[C@H]2[C@@H]([C@@H]([C@H](O2)COP(=O)(O)CP(O)(O)=O)O)O